[Na+].C(C=C)(=O)NC(CS(=O)(=O)[O-])CCCCCCCCCCCCCC 2-acrylamidohexadecanesulfonic acid sodium salt